rel-(S)-5-(1-aminoethyl)pyridin-2(1H)-one N[C@@H](C)C=1C=CC(NC1)=O |o1:1|